tritioboranyl thiohypochlorite ClSB[3H]